1-(1,3-benzodioxin-5-yl)-2-(methylamino)-1-pentanone O1COCC2=C1C=CC=C2C(C(CCC)NC)=O